L-4-(2-aminoethyl)benzenesulfonyl fluoride hydrochloride Cl.NCCC1=CC=C(C=C1)S(=O)(=O)F